ethyl 7-methyl-4-(perfluoroethyl)-2-(trifluoromethyl)-7H-pyrrolo[2,3-h]quinoline-8-carboxylate CN1C(=CC=2C1=CC=C1C(=CC(=NC21)C(F)(F)F)C(C(F)(F)F)(F)F)C(=O)OCC